C(C=C)(=O)N1CC(C1)C=1N=C2N(C(=C(C=C2)C2=C3C=NNC3=CC=C2C)NC(C)=O)C1 N-(2-(1-acryloylazetidin-3-yl)-6-(5-methyl-1H-indazol-4-yl)imidazo[1,2-a]pyridin-5-yl)acetamide